C(C1=CC=CC=C1)N1C(=CC(=C1)C1=C(C=CC(=C1)F)F)[C@@H](C(C)(C)C)NC[C@@H]1CN(CC1)C(=O)OC(C)(C)C tert-butyl (3R)-3-[({(1R)-1-[1-benzyl-4-(2,5-difluorophenyl)-1H-pyrrol-2-yl]-2,2-dimethylpropyl}amino)methyl]pyrrolidine-1-carboxylate